ClC1=CC2=C(C=N1)C1(CN2C2=CC(=CC(=N2)C(C)(F)F)NC)CC1 6-(6'-chlorospiro[cyclopropane-1,3'-pyrrolo[3,2-c]pyridin]-1'(2'h)-yl)-2-(1,1-difluoroethyl)-N-methylpyridin-4-amine